NC1=C(C=C(O[C@H]2C[C@@H](N(C2)C(=O)OC(C)(C)C)COC2=CC(=C(C=C2)N)C(=O)OC)C=C1)C(=O)OC trans-tert-butyl 4-(4-amino-3-(methoxycarbonyl)phenoxy)-2-((4-amino-3-(methoxycarbonyl)phenoxy)methyl)pyrrolidine-1-carboxylate